FC1(CCC(CC1)[C@@H](C=1OC2=C(N1)C=C(C=C2)CN2C(N[C@@H](C2)C(F)(F)F)=O)NC(OC2CC(C2)(F)F)=O)F 3,3-Difluorocyclobutyl ((S)-(4,4-difluorocyclohexyl)(5-(((S)-2-oxo-4-(trifluoromethyl)imidazolidin-1-yl)methyl)benzo[d]oxazol-2-yl)methyl)carbamate